(R)-(5-fluoro-1-((R)-5-(pyridin-2-yl)-2,3-dihydro-1H-indene-2-carbonyl)indolin-6-yl)(imino)(propyl)-λ6-sulfanone FC=1C=C2CCN(C2=CC1[S@](=O)(CCC)=N)C(=O)[C@@H]1CC2=CC=C(C=C2C1)C1=NC=CC=C1